CC1=C(C=CC(=C1)C)C1=NC(=NC(=N1)C1=C(C=C(C=C1)C)C)C1=C(C=C(C(=C1)C(C)(C)C1=CC=CC=C1)OCCCCCC)O 2,4-bis(2,4-dimethylphenyl)-6-(2-hydroxy-4-hexyloxy-5-α-cumylphenyl)-s-triazine